5-(2-chloro-4-fluoro-5-methoxy-phenyl)-3-(5-chloro-4-methyl-3-pyridinyl)-1H-thieno[3,2-d]pyrimidine-2,4-dione ClC1=C(C=C(C(=C1)F)OC)S1C=CC=2NC(N(C(C21)=O)C=2C=NC=C(C2C)Cl)=O